N-benzyl-N,N-diethylamine chloride [Cl-].C(C1=CC=CC=C1)N(CC)CC